3-fluoro-1-methylindazole-6-carboxylic acid FC1=NN(C2=CC(=CC=C12)C(=O)O)C